ONC(=O)C1CN(C1)C1=CC(=C2C(C(=CN(C2=N1)C1=NC=NS1)C(=O)O)=O)C 7-[3-(hydroxycarbamoyl)azetidin-1-yl]-5-methyl-4-oxo-1-(1,2,4-thiadiazol-5-yl)-1,4-dihydro-1,8-naphthyridine-3-carboxylic acid